1,2,3-triazolo[1,5-a]pyrazine N1=NC=C2N1C=CN=C2